S1C(=NC=C1)[N-]S(=O)(=O)C1=CC=CC=C1 (thiazolyl)-benzenesulfonylAmide